C1(CC1)C(=O)C=1N=C2N(N1)[C@@H](CC2)C2=C(C=CC=C2)F cyclopropyl-[(5S)-5-(2-fluorophenyl)-6,7-dihydro-5H-pyrrolo[1,2-b][1,2,4]triazol-2-yl]methanone